C(C)O[Si](CCCN=C(CC(C)C)C)(OCC)OCC 3-triethoxysilyl-N-(1,3-dimethyl-1,1-butylene)propylamine